chloro(tetrahydrothiophene) gold (I) [Au+].ClC1SCCC1